7,10,13,16,19-pentaoxa-3-aza-behenic acid C(CNCCCOCCOCCOCCOCCOCCC)(=O)O